6-(5-chloro-2-methoxypyridin-3-yl)-3,5,11,11-tetramethyl-8,9,10,11-tetrahydrofuro[3,2-f][1,2,4]triazolo[4,3-a]quinoxaline ClC=1C=C(C(=NC1)OC)C=1C2=C(C=3NC(C=4N(C3C1C)C(=NN4)C)(C)C)CCO2